CNC(OC1(CCCC1)CC1=C(N=CN1C)C1=NC=C(C=C1)O)=O (4-(5-hydroxypyridin-2-yl)-1-methyl-1H-imidazol-5-yl)methylcyclopentyl (methyl)carbamate